6-[2-(azetidin-3-yl)triazol-4-yl]-3-fluoro-5-methyl-8-[(2R)-2-(trifluoromethyl)azetidin-1-yl]imidazo[1,2-a]pyrazine N1CC(C1)N1N=CC(=N1)C=1N=C(C=2N(C1C)C(=CN2)F)N2[C@H](CC2)C(F)(F)F